C(CCCC)C1CCC(CC1)C1=CC=C(C=C1)C1=CC=CC=C1 4-(4-pentylcyclohexyl)-1,1-biphenyl